FC(C(=O)O)(F)F.CNC1CC(C1)C1=CC=2CCCCC2C=C1 N-methyl-3-(5,6,7,8-tetrahydronaphthalen-2-yl)cyclobutan-1-amine, trifluoroacetate salt